(3e,7e)-4,8,12-trimethyltridec-3,7,11-trien-1-ol C\C(=C/CCO)\CC\C=C(\CCC=C(C)C)/C